BrC=1C(=C(OC2CCC(CC2)[C@H](CC=O)C)C=CC1)C (S)-3-((1r,4s)-4-(3-bromo-2-methylphenoxy)cyclohexyl)butanal